1-[4-(phenylazo)phenyl]azo-2-naphthol C1(=CC=CC=C1)N=NC1=CC=C(C=C1)N=NC1=C(C=CC2=CC=CC=C12)O